C(N)(O[C@H]1C(N(C[C@H](C1)O)C=1C2=C(N=C(N1)Cl)C(=C(N=C2)Cl)F)C(C)(C)C)=O tert-butyl-((3R,5S)-1-(2,7-dichloro-8-fluoropyrido[4,3-d]pyrimidin-4-yl)-5-hydroxypiperidin-3-yl) carbamate